N(=O)N1CCC(CC1)CCCN1CCN(CC1)C1=CC=C(C=C1)C1C(NC(CC1)=O)=O 3-(4-(4-(3-(1-nitrosopiperidin-4-yl)propyl)piperazin-1-yl)phenyl)piperidine-2,6-dione